N-(3-((Dimethylamino)methyl)-4-hydroxy-4-(3-methoxyphenyl)cyclohexyl)thiophene-2-sulfonamide hydrochloride Cl.CN(C)CC1CC(CCC1(C1=CC(=CC=C1)OC)O)NS(=O)(=O)C=1SC=CC1